2-[3-cyano-4-(2-methylpropoxy)phenyl]-4-methylthiazole-5-carboxylic acid C(#N)C=1C=C(C=CC1OCC(C)C)C=1SC(=C(N1)C)C(=O)O